C(C1=CC=CC=C1)C1=NSC(=C1C)C(CN1C(C=CC(=C1)C#C)=O)=O 1-(2-(3-benzyl-4-methylisothiazol-5-yl)-2-oxoethyl)-5-ethynylpyridin-2(1H)-one